C(C)C1CN(CCN1C1=NC=CC(=N1)C1=CC=CC=C1)C(=O)NC1(CCN2CCC1CC2)C 3-ethyl-N-(4-methyl-1-azabicyclo[3.2.2]non-4-yl)-4-(4-phenylpyrimidin-2-yl)piperazine-1-carboxamide